CN1CCC[C@H]1C2=CC(=CN=C2)F 5-fluoronicotine